(2S,5R)-2-((Z)-N'-(tert-butoxycarbonyl)-N-ethylcarbamimidoyl)-7-oxo-1,6-diazabicyclo[3.2.1]octan-6-yl hydrogen sulfate S(=O)(=O)(ON1[C@@H]2CC[C@H](N(C1=O)C2)/C(/NCC)=N/C(=O)OC(C)(C)C)O